NCC=1C=C(C=CC1)N1N=C(C=C1C(=O)NC1=CC(=CC=C1)C(NCC1CC1)C1=CC=C(C=C1)C(C)(C)C)C(F)(F)F 1-(3-(aminomethyl)phenyl)-N-(3-((4-(tert-butyl)phenyl)((cyclopropylmethyl)amino)methyl)phenyl)-3-(trifluoromethyl)-1H-pyrazole-5-carboxamide